[I-].COC1=C2C(=CN(C2=CC=C1)C)CC[N+](C)(C)C 2-(4-methoxy-1-methyl-3-indolyl)-N,N,N-trimethylethyl-ammonium iodide